4-(2-(4-(3-oxa-8-azabicyclo[3.2.1]oct-8-yl)butyl)-3-(3,8-diazabicyclo[3.2.1]oct-3-yl)-5-chloro-7-fluoro-2H-indazol-6-yl)naphthalen-2-ol dihydrochloride Cl.Cl.C12COCC(CC1)N2CCCCN2N=C1C(=C(C(=CC1=C2N2CC1CCC(C2)N1)Cl)C1=CC(=CC2=CC=CC=C12)O)F